4-aminophenoxy-2,5-di-t-butylaniline NC1=CC=C(ONC2=C(C=CC(=C2)C(C)(C)C)C(C)(C)C)C=C1